NCCC(CC(C)N)O 1,5-diamino-3-hydroxyhexane